C(C)(C)(C)OC(=O)N1C[C@H]([C@@H](CC1)O)C1=C(C=CC=C1)C trans-4-hydroxy-3-(o-tolyl)piperidine-1-carboxylic acid tert-butyl ester